4-oxo-3-(4-(2,2,2-trifluoroethoxy)phenyl)-2-(trifluoromethyl)-4H-pyrido[1,2-a]pyrimidine-8-carboxylic acid O=C1C(=C(N=C2N1C=CC(=C2)C(=O)O)C(F)(F)F)C2=CC=C(C=C2)OCC(F)(F)F